C(CCC)OC(C=1C(C(=O)OCCCC)=CC=CC1)=O bis(n-butyl)phthalate